FC(C(C(F)(F)F)F)(F)OCC ethyl 1,1,2,3,3,3-hexafluoropropyl ether